C(#N)C=1C=NN2C1C(=C(C=C2)C(=O)N)C#CC#CCC(C=2C(N(C=CC2)C)=O)(O)C2=C(C=CC(=C2)F)F 3-Cyano-4-(6-(2,5-difluorophenyl)-6-hydroxy-6-(1-methyl-2-oxo-1,2-dihydropyridin-3-yl)hex-1,3-diyn-1-yl)pyrazolo[1,5-a]pyridine-5-carboxamide